ClC1=CC(=C(C=C1)C1=CC=C(C=C1)N1CCN(CC1)CCC(F)F)N1CC(CCC1)N1N=CC(=C1C(F)F)C(=O)[O-] 1-(1-{4-chloro-4'-[4-(3,3-difluoropropyl) piperazin-1-yl] [biphenyl]-2-yl} piperidin-3-yl)-5-(difluoromethyl)-1H-pyrazole-4-carboxylate